ClC=1C=CC2=C(OC3=C(C(=N2)N2CCNCC2)C=CC(=C3)C)C1 4-(7-chloro-3-methyldibenzo[b,f][1,4]oxazepin-11-yl)piperazin